3,5-dimethyl 4-nitro-1H-pyrazole-3,5-dicarboxylate [N+](=O)([O-])C=1C(=NNC1C(=O)OC)C(=O)OC